N-(6-(2-chloro-4-(5-methyl-1,2,4-oxadiazol-3-yl)phenyl)pyridin-3-yl)-4-cyano-3-(2-(dimethylamino)ethoxy)benzamide ClC1=C(C=CC(=C1)C1=NOC(=N1)C)C1=CC=C(C=N1)NC(C1=CC(=C(C=C1)C#N)OCCN(C)C)=O